2-[1-(2-chlorophenyl)-1-(4-methyl-1,2,4-triazol-3-yl)propan-2-yl]-5-hydroxy-1-methyl-N-(1,2-oxazol-4-yl)-6-oxopyrimidine-4-carboxamide ClC1=C(C=CC=C1)C(C(C)C=1N(C(C(=C(N1)C(=O)NC=1C=NOC1)O)=O)C)C1=NN=CN1C